NC1=C2N=CN(C2=NC(=N1)F)[C@H]1C[C@@H]2OC(CCCCCCCCCCCCC(OC[C@]2(O1)C#C)=O)=O (2R,3aS,20aR)-2-(6-amino-2-fluoro-9H-purin-9-yl)-20a-ethynyl-hexadeca-hydro-2H-furo[3,2-b][1,5]dioxacyclononadecine-5,18-dione